ClC=1C(=NC(=NC1)NC1=CC=C(C=C1)S(=O)(=O)N)N1[C@H](COC2(CC2)C1)C (S)-4-((5-chloro-4-(6-methyl-4-oxa-7-azaspiro[2.5]octan-7-yl)pyrimidin-2-yl)amino)benzenesulfonamide